(R)-hydroxymyristic acid O[C@@H](C(=O)O)CCCCCCCCCCCC